N[C@H]1[C@@H](CN(CC1)C1=NC2=CC=C(C=C2C(=N1)C1=CC(=C(C#N)C=C1)F)C1=C(C=CC=C1C(F)(F)F)F)F 4-(2-((3R,4R)-4-amino-3-fluoropiperidin-1-yl)-6-(2-fluoro-6-(trifluoromethyl)phenyl)quinazolin-4-yl)-2-fluorobenzonitrile